ClC=1C(=C(C=CC1F)[C@@H](NC(=O)N1[C@@H](C(NCC1)=O)C1CC1)[C@@H]1C[C@H](C1)C(F)(F)F)F (R)-N-((S)-(3-chloro-2,4-difluorophenyl)(trans-3-(trifluoromethyl)cyclobutyl)-methyl)-2-cyclopropyl-3-oxopiperazine-1-carboxamide